furan-2-formate O1C(=CC=C1)C(=O)[O-]